(S)-N-(5-([1,2,4]triazolo[1,5-a]pyridin-6-yl)-4-(6-methylpyridin-2-yl)-thiazol-2-yl)-2-aminopropionamide N=1C=NN2C1C=CC(=C2)C2=C(N=C(S2)NC([C@H](C)N)=O)C2=NC(=CC=C2)C